OC(=CC1=NC=2C(=C(C=CC2C=2N1CCN2)OCCCC(=O)O)OC)C=2C=NC=CC2 4-({5-[2-hydroxy-2-pyridin-3-ylvinyl]-7-methoxy-2,3-dihydroimidazo[1,2-c]quinazolin-8-yl}oxy)butyric acid